CC=1C=C(C=C(C1)C)NC(=N)NC1=C(C=CC=C1)C(F)(F)F (3,5-dimethylphenyl)-N'-(2-trifluoromethyl-phenyl)guanidine